C(Cl)Cl methylenechloride